C(C)(C)(C)NCCOC=1C=CC(=C(C(=O)NC2(CC2)C2=C3C=CC=NC3=CC(=C2)OC)C1)C 5-(2-(tert-Butylamino)ethoxy)-N-(1-(7-methoxyquinolin-5-yl)cyclopropyl)-2-methylbenzamide